1-(6-(4,4-difluoro-1-methylcyclohexyl)-5-fluoropyridin-3-yl)-1H-1,2,3-triazole-4-carboxylic acid FC1(CCC(CC1)(C)C1=C(C=C(C=N1)N1N=NC(=C1)C(=O)O)F)F